C[C@H]1N(C[C@@H](N(C1)C1=NC=C(C=N1)C(F)(F)F)C)C(=O)OC1CC2(CN(C2)CC2=CC=CC=C2)C1 2-benzyl-2-azaspiro[3.3]heptan-6-yl (2R,5S)-2,5-dimethyl-4-[5-(trifluoromethyl)pyrimidin-2-yl]piperazine-1-carboxylate